C(C)(C)(C)OC(=O)NC1=CC2=C(N=C(S2)C=CC#CC=2N=CC(=NC2)N(C([O-])=O)C)C=C1 5-(4-(6-((tert-butoxycarbonyl)amino)benzo[d]thiazol-2-yl)but-3-en-1-yn-1-yl)pyrazin-2-yl(methyl)carbamate